FC1(CC(C2=NC=CC=C21)=C)C(=O)OC methyl 5-fluoro-7-methylene-6,7-dihydro-5H-cyclopenta(b)pyridine-5-carboxylate